BrC1=CC(=C(C(=O)O)C=C1)OC1=C(C=CC=C1)F 4-bromo-2-(2-fluorophenoxy)benzoic acid